ClC=1C=C(C(=O)NCC2CCN(CC2)C(C(NC(C([2H])([2H])[2H])(C([2H])([2H])[2H])C([2H])([2H])[2H])=O)([2H])[2H])C=C(C1)F 3-chloro-N-[[1-[1,1-dideuterio-2-oxo-2-[[2,2,2-trideuterio-1,1-bis(trideuteriomethyl)ethyl]amino]ethyl]-4-piperidyl]methyl]-5-fluoro-benzamide